N1=C(C=CC=C1)CN(CC1=NC=CC=C1)CC1=C(C(=O)NCCSC(C2=CC=CC=C2)(C2=CC=CC=C2)C2=CC=CC=C2)C=CC=N1 ((bis(pyridin-2-ylmethyl)amino)methyl)-N-(2-(tritylthio)ethyl)nicotinamide